hexamethylenebislinoleic acid amide C(CCCCCCC\C=C/C\C=C/CCCCCCCCCCCCCCCC\C=C/C\C=C/CCCCCCCC(=O)N)(=O)N